CC=1C(=C(C=CC1)S(=O)C1=C(C(=CC=C1)C)C1CCCCC1)C1CCCCC1 methylcyclohexylphenyl sulfoxide